O=C1N(C2=CC=C(C=3C2=C1C=CC3)CC3=CC=C(C=C3)CN3CCN(CC3)C3=NC(=CC=C3)N3N=C(N=C3)C(F)(F)F)C3C(NC(CC3)=O)=O 3-(2-oxo-6-(4-((4-(6-(3-(trifluoromethyl)-1H-1,2,4-triazol-1-yl)pyridin-2-yl)piperazin-1-yl)methyl)benzyl)benzo[cd]indol-1(2H)-yl)piperidine-2,6-dione